methyl 1-(oxetan-3-yl)pyrrolo[2,3-b]pyridine-5-carboxylate O1CC(C1)N1C=CC=2C1=NC=C(C2)C(=O)OC